tridecyl ether phosphate potassium salt [K+].P(=O)([O-])([O-])[O-].C(CCCCCCCCCCCC)OCCCCCCCCCCCCC.[K+].[K+]